FC(C(=O)[O-])=C.[Na+] sodium α-fluoroacrylate